C(#N)C1=CC(=C(C(=O)N2CCC(CC2)(CC#N)N2N=CC(=C2)C2=CC=CC=3N2N=C(N3)NC(=O)C3CC3)C=C1)F N-(5-(1-(1-(4-cyano-2-fluorobenzoyl)-4-(cyanomethyl)piperidin-4-yl)-1H-pyrazol-4-yl)-[1,2,4]triazolo[1,5-a]pyridin-2-yl)cyclopropylcarboxamide